N-(azetidin-3-yl)-2-(4-chloro-3-fluorophenoxy)acetamide TFA salt OC(=O)C(F)(F)F.N1CC(C1)NC(COC1=CC(=C(C=C1)Cl)F)=O